OCCN1CCN(CC1)CCS(=O)(=O)O 4-(2-hydroxyethyl)-1-piperazineethane-sulfonic acid